(S)-N-(5-(2-(2-aminopyridin-3-yl)-7-methyl-5-(1H-pyrazol-1-yl)-3H-imidazo[4,5-b]pyridin-3-yl)-2,3-dihydro-1H-inden-1-yl)-3-formyl-4-hydroxybenzamide NC1=NC=CC=C1C1=NC=2C(=NC(=CC2C)N2N=CC=C2)N1C=1C=C2CC[C@@H](C2=CC1)NC(C1=CC(=C(C=C1)O)C=O)=O